iron 1,1-cyclobutanedicarboxylate C1(CCC1)(C(=O)[O-])C(=O)[O-].[Fe+2]